C1(CCCC2=CC=CC=C12)NC=1C2=C(N=CN1)C=CO2 N-Tetralin-1-ylfuro[3,2-d]pyrimidin-4-amine